(1-((1-ethyl-1H-pyrazol-4-yl)methyl)-2-(1-(3-hydroxypropyl)-2,3-dihydro-1H-pyrrolo[1,2,3-de]quinoxalin-5-yl)-7-methoxy-1H-benzo[d]imidazol-5-yl)methanone C(C)N1N=CC(=C1)CN1C(=NC2=C1C(=CC(=C2)C=O)OC)C2=CC=1C=3N2CCN(C3C=CC1)CCCO